tert-butyl 4-(3-(diethoxyphosphoryl)propyl)azepane-1-carboxylate C(C)OP(=O)(OCC)CCCC1CCN(CCC1)C(=O)OC(C)(C)C